5-benzyloxy-2-(4-bromo-2,6-dichloro-phenoxy)pyridine-4-carboxylic acid methyl ester COC(=O)C1=CC(=NC=C1OCC1=CC=CC=C1)OC1=C(C=C(C=C1Cl)Br)Cl